5-({4-[(1r,5s)-8-(trans-3-cyanocyclobutyl)-3,8-diazabicyclo[3.2.1]oct-3-yl]pyrimidin-2-yl}amino)-N,3-dimethylpyridine-2-carboxamide C(#N)[C@@H]1C[C@H](C1)N1[C@H]2CN(C[C@@H]1CC2)C2=NC(=NC=C2)NC=2C=C(C(=NC2)C(=O)NC)C